BrC1=NC=CC(=C1F)N1CCN(CC1)CC=1C=C2C(N(C(C2=CC1)=O)N1C(NC(CC1)=O)=O)=O 5-((4-(2-bromo-3-fluoropyridin-4-yl)piperazin-1-yl)methyl)-2-(2,4-dioxotetrahydropyrimidine-1(2H)-yl)isoindoline-1,3-dione